O[C@]1(C[C@H]2CC[C@H]3[C@@H]4CCC[C@@H]([C@]4(CC[C@@H]3[C@H]2CC1)C)C(=O)NC1=CC=CC=C1)C (1S,4aS,4bR,6aR,8R,10aS,10bR,12aS)-8-hydroxy-8,12a-dimethyl-N-phenyloctadecahydrochrysene-1-carboxamide